(1R,2R)-N,N'-dibenzylcyclohexanediamine C(C1=CC=CC=C1)NC1(CCCCC1)NCC1=CC=CC=C1